10-chloro-11-(2,4-difluorophenyl)-8-((2S,5R)-2,5-dimethylpiperazin-1-yl)-2H-spiro[[1,4]oxazepino[2,3,4-ij]quinazoline-3,3'-oxetan]-6(4H)-one ClC=1C=C2C(=NC(N3C2=C(C1C1=C(C=C(C=C1)F)F)OCC1(COC1)C3)=O)N3[C@H](CN[C@@H](C3)C)C